2-methyl-6-ethyl-4-acridineamine CC1=CC2=CC3=CC=C(C=C3N=C2C(=C1)N)CC